(R)-(4-fluorophenyl)(8-methyl-3-(3-methyl-1,2,4-thiadiazol-5-yl)-5,6-dihydro-[1,2,4]triazolo[4,3-a]pyrazin-7(8H)-yl)methanone FC1=CC=C(C=C1)C(=O)N1[C@@H](C=2N(CC1)C(=NN2)C2=NC(=NS2)C)C